CC=1C(=NC=CC1)C(=O)N methyl-picolinamide